BrC1=C(C(=O)O)C=CC(=C1)N1CCN(CC1)CC1=C(CCC(C1)(C)OC)C1=CC=C(C=C1)Cl 2-bromo-4-(4-[[2-(4-chlorophenyl)-5-methoxy-5-methylcyclohex-1-en-1-yl]methyl]piperazin-1-yl)benzoic acid